C1(CCCCC1)N1C2=C(N(C(CC1)=O)C)C=NC(=N2)NC2=C(C=C(C(=O)NC1CCN(CC1)C)C=C2)OC 4-[(9-cyclohexyl-5-methyl-6-oxo-7,8-dihydropyrimido[4,5-b][1,4]diazepin-2-yl)amino]-3-methoxy-N-(1-methylpiperidin-4-yl)benzamide